4-((4-(2-Cyclopropyloxazol-4-yl)pyridine-2-yl)((4-(5-methoxy-6-methylpyridin-2-yl)cyclohexyl)methyl)carbamoyl)cyclohexyl-trans-3-hydroxyazetidine-1-carboxylate C1(CC1)C=1OC=C(N1)C1=CC(=NC=C1)N(C(=O)C1CCC(CC1)OC(=O)N1CC(C1)O)CC1CCC(CC1)C1=NC(=C(C=C1)OC)C